tert-butyl (2-chloropyrimidin-4-yl)carbamate ClC1=NC=CC(=N1)NC(OC(C)(C)C)=O